ClC(=O)N1CCN(CC1)C1CN(C1)C(=O)OC(C)(C)C tert-butyl 3-(4-(chlorocarbonyl) piperazin-1-yl)azetidine-1-carboxylate